6'-methyl-1',2'-dihydrospiro[cyclohexane-1,3'-pyrazolo[1,5-a]imidazol]-2'-one CC1=NN2C(NC(C23CCCCC3)=O)=C1